(2R,3S,4S,5R)-3-(3,4-Difluoro-2-hydroxyphenyl)-N-(2-((Z)-N'-methoxycarbamimidoyl)pyridin-4-yl)-4,5-dimethyl-5-(trifluoromethyl)tetrahydrofuran-2-carboxamide FC=1C(=C(C=CC1F)[C@H]1[C@@H](O[C@]([C@H]1C)(C(F)(F)F)C)C(=O)NC1=CC(=NC=C1)/C(/N)=N/OC)O